3-(2-chlorophenyl)-1-(2,2,2-trifluoroethyl)piperazine ClC1=C(C=CC=C1)C1CN(CCN1)CC(F)(F)F